FC1=CC(=C(C=C1)C(=O)N1CC2(C1)CC(C2)C2=CC(=NN2C2=C(C=CC=C2)C)C)OC (4-fluoro-2-methoxyphenyl){6-[3-methyl-1-(o-tolyl)-5-pyrazolyl]-2-aza-2-spiro[3.3]heptyl}methanone